(E)-3,4-dihydronaphthalen-1(2H)-one oxime C\1(/CCCC2=CC=CC=C12)=N/O